C1=C(C(=CC2=CC3=CC(=C(C=C3C=C12)N)N)N)N anthracene-2,3,6,7-tetramine